OC1=C(C(=O)NC2=CC=C(C=C2)N)C(=CC=C1)CC=C N'-(2-hydroxy-6-allylbenzoyl)-p-phenylenediamine